CN1N=CC(=C1)C=1N=C2N(N=CC=C2N2C[C@H]3CCC(C2)N3C3CC(C3)C#N)C1 (1R,3r)-3-(3-(2-(1-methyl-1H-pyrazol-4-yl)imidazo[1,2-b]pyridazin-8-yl)-3,8-diazabicyclo[3.2.1]octan-8-yl)cyclobutane-1-carbonitrile